BrC1=CC=C2CC[C@@H](C2=C1)NC1=NC(=C2N(C1=O)[C@@H](CC2)C(=O)OCC2=CC=CC=C2)Cl benzyl (S)-3-(((S)-6-bromo-2,3-dihydro-1H-inden-1-yl)amino)-1-chloro-4-oxo-4,6,7,8-tetrahydropyrrolo[1,2-a]pyrazine-6-carboxylate